Tert-Butyl-7-((1,3-bis(benzyloxy)-1-oxobutan-2-yl)amino)-2-(4-methoxybenzyl)-1-oxo-2,5-diazaspiro[3.4]octane-5-carboxylate C(C)(C)(C)OC(=O)N1C2(CN(C2=O)CC2=CC=C(C=C2)OC)CC(C1)NC(C(=O)OCC1=CC=CC=C1)C(C)OCC1=CC=CC=C1